C1(=CC=CC=C1)N1C(C(CC1)NC1=NC(=NC(=C1)C(F)(F)F)C1=NC=CC=C1)=O 1-phenyl-3-{[2-(pyridin-2-yl)-6-(trifluoromethyl)pyrimidin-4-yl]amino}pyrrolidin-2-one